3-(2-(dimethylamino)ethyl)-6-methyl-1H-indol-4-ol CN(CCC1=CNC=2C=C(C=C(C12)O)C)C